NC1=NC=NN2C1=C(C(=N2)C2=CC=C(C=C2)NC(CCl)=O)C2=CC(=C(C=C2)OC2=NC(=CC=C2)C)F N-(4-(4-amino-5-(3-fluoro-4-((6-methylpyridin-2-yl)oxy)phenyl)pyrazolo[5,1-f][1,2,4]triazin-6-yl)phenyl)-2-chloroacetamide